Tert-butyl (1-(2-chloro-4-((trimethylsilyl)ethynyl)phenyl)ethyl)carbamate ClC1=C(C=CC(=C1)C#C[Si](C)(C)C)C(C)NC(OC(C)(C)C)=O